C(C)(=O)OCC=1NC(=C(C(C1C(=O)OCC)C1=C(C(=CC=C1)F)C(F)(F)F)C(=O)OC)CF 3-ethyl 5-methyl 2-(acetoxymethyl)-4-(3-fluoro-2-(trifluoromethyl) phenyl)-6-(fluoromethyl)-1,4-dihydropyridine-3,5-dicarboxylate